ClC=1C=CC2=C(CC(CC=3N2C(=NN3)[C@@H]3CC[C@H](CC3)OC3=NC=CC=C3)OC)C1 8-Chloro-5-methoxy-1-[trans-4-(pyridin-2-yloxy)cyclohexyl]-5,6-dihydro-4H-[1,2,4]triazolo[4,3-a][1]benzazepin